3-((2,6-dioxopiperidin-3-yl)(methyl)amino)benzenesulfonyl fluoride O=C1NC(CCC1N(C=1C=C(C=CC1)S(=O)(=O)F)C)=O